tert-butyl (S)-4-(3,5-dimethylpyridin-2-yl)-2-methylpiperazine-1-carboxylate CC=1C(=NC=C(C1)C)N1C[C@@H](N(CC1)C(=O)OC(C)(C)C)C